4-(4-(2-(1,3-Dioxoisoquinolin-2-yl)ethyl)-1,4-diazepan-1-yl)-6,7-dimethoxyquinoline-3-carbonitrile O=C1N(C(CC2=CC=CC=C12)=O)CCN1CCN(CCC1)C1=C(C=NC2=CC(=C(C=C12)OC)OC)C#N